tert-butyl ((2S,5R)-2-(((tert-butyldimethylsilyl)oxy)methyl)-3-oxabicyclo[4.1.0]heptan-5-yl)carbamate [Si](C)(C)(C(C)(C)C)OC[C@@H]1C2CC2[C@H](CO1)NC(OC(C)(C)C)=O